(Z)-3-(2-chlorobenzylidene)-1-methyl-5-(methyl-(2-methylquinazolin-4-yl)amino)indolin-2-one ClC1=C(\C=C\2/C(N(C3=CC=C(C=C23)N(C2=NC(=NC3=CC=CC=C23)C)C)C)=O)C=CC=C1